FC1=CC=C(C=C1)C=1C=C2C(=NC=NC2=C(C1)OC1CN(CCC1)C(=O)OC)NCC=1N=NC(=CC1)C Methyl 3-[6-(4-fluorophenyl)-4-[(6-methylpyridazin-3-yl)methylamino]quinazolin-8-yl]-oxypiperidine-1-carboxylate